O1C=2C(OCC1)=C(SC2)C=2SC=C1OCCOC12 2,3-dihydro-5-(2,3-dihydrothieno[3,4-B][1,4]dioxin-5-yl)thieno[3,4-B][1,4]dioxin